FC1=C(C(=C(C(=C1OC(=O)C=1C(NC2=CC(=CC=C2C1)C)=O)F)F)F)F 7-methyl-2-oxo-1,2-dihydroquinoline-3-carboxylic acid pentafluorophenyl ester